COC([C@H](C[C@H]1C(NCC1)=O)NC(=O)C1N(CC2(C1)CCCCC2)C(=O)OC(C)(C)C)=O tert-butyl 3-[[(1S)-2-methoxy-2-oxo-1-[[(3S)-2-oxopyrrolidin-3-yl]methyl]ethyl]carbamoyl]-2-azaspiro[4.5]decane-2-carboxylate